BrC1=CC(=C(C=C1C)N(C(C#CC)=O)C1=C(C=C2C(=N1)CCC2)C)C2CC2 N-(4-bromo-2-cyclopropyl-5-methylphenyl)-N-(3-methyl-6,7-dihydro-5H-cyclopenta[b]pyridin-2-yl)but-2-ynamide